C1(CCC1)N1N=C(C2=CC=C(C=C12)C(C)(C)O)NC=1C(=NN(C1)C)OC 2-{1-cyclobutyl-3-[(3-methoxy-1-methyl-1H-pyrazol-4-yl)amino]-1H-indazol-6-yl}propan-2-ol